(2S)-2-[4-bromo-2-(1-ethylcyclopropyl)phenoxy]-3-methoxypropanoic acid BrC1=CC(=C(O[C@H](C(=O)O)COC)C=C1)C1(CC1)CC